C1(=CC=CC=C1)C1(OCOC1)C=C 4-phenyl-4-vinyl-1,3-dioxolane